NC1=NC=2C=C(C(=CC2C2=C1C=NN2C)C(=O)N(C2CCC1=NC(=CC=C12)C(F)(F)F)C1=NN(C=C1)C)F 4-amino-7-fluoro-1-methyl-N-(1-methyl-1H-pyrazol-3-yl)-N-(2-(trifluoromethyl)-6,7-dihydro-5H-cyclopenta[b]pyridin-5-yl)-1H-pyrazolo[4,3-c]quinolin-8-carboxamide